C(#N)C1=CC=C(CN2CCC(CC2)NC(=O)N2CC(C3=NC(=CC=C32)C)(C)C)C=C1 N-(1-(4-cyanobenzyl)piperidin-4-yl)-3,3,5-trimethyl-2,3-dihydro-1H-pyrrolo[3,2-b]pyridine-1-carboxamide